methyl 1-((6-(1-(tert-butoxycarbonyl)azetidin-3-yl)pyridin-3-yl)methyl)piperidine-4-carboxylate C(C)(C)(C)OC(=O)N1CC(C1)C1=CC=C(C=N1)CN1CCC(CC1)C(=O)OC